BrC=1C(=C2C(=NC1)N=CC21CCCC1)Cl 5'-Bromo-4'-chlorospiro[cyclopentane-1,3'-pyrrolo[2,3-b]pyridin]